C12(C3C4C(CC3C(CC1)C2)O4)OC(C=C)=O 3,4-epoxytricyclo[5.2.1.02,6]decylacrylate